2-(5-fluoro-2-(tetrahydrofuran-2-yl)phenyl)acetic acid methyl ester COC(CC1=C(C=CC(=C1)F)C1OCCC1)=O